2-[[1-[4-[4-[1-methyl-5-[[(1R)-1-phenylethoxy]carbonylamino]triazol-4-yl]-1-piperidyl]phenyl]cyclopropanecarbonyl]sulfamoyl]acetic acid CN1N=NC(=C1NC(=O)O[C@H](C)C1=CC=CC=C1)C1CCN(CC1)C1=CC=C(C=C1)C1(CC1)C(=O)NS(=O)(=O)CC(=O)O